3-methyl-N-(7-methyl-[1,2,4]triazolo[1,5-a]pyridin-6-yl)-1-(oxepan-4-yl)-1H-pyrazolo[3,4-d]pyrimidin-6-amine CC1=NN(C2=NC(=NC=C21)NC=2C(=CC=1N(C2)N=CN1)C)C1CCOCCC1